FC1(C(C2=C(C(=C=C=C12)OC=1C=C(C(=O)N)C=C(C1)F)S(=O)(=O)C(F)(F)F)O)F 3-{8,8-difluoro-7-hydroxy-5-(trifluoromethanesulfonyl)bicyclo[4.2.0]oct-1,3,5-triene-2-enyloxy}-5-fluorobenzamide